Sodium p-benzenesulfonate C1=CC=C(C=C1)S(=O)(=O)[O-].[Na+]